4-(4-(1,3-dioxolan-2-yl)phenyl)-2-methylbutan-3-yn-2-ol O1C(OCC1)C1=CC=C(C=C1)C#CC(C)(O)C